O=C1NC(CCC1N1C(C2=C3C(C=CC=C13)=CC(=C2)N2CC(C2)N(C([O-])=O)C2=CC(=C(C=C2)F)OC(F)(F)F)=O)=O 1-(1-(2,6-dioxopiperidin-3-yl)-2-oxo-1,2-dihydrobenz[cd]indol-4-yl)azetidin-3-yl(4-fluoro-3-(trifluoromethoxy)phenyl)carbamate